CN1CCC(CC1)NC(=O)C1=NC(=CC=C1)\C=C\C1=C(C=CC=C1)NC(C=C)=O N-(1-methylpiperidin-4-yl)-6-[(1E)-2-[2-(prop-2-enamido)phenyl]ethenyl]pyridine-2-carboxamide